NC=1N=C(C2=C(N1)C=NN2CC2=C(C=C(C=C2)CN2[C@H]1CCO[C@H]1C2)OC)N[C@H](CCO)CCC (3S)-3-({5-amino-1-[(2-methoxy-4-{[(1S,5S)-2-oxa-6-azabicyclo-[3.2.0]heptan-6-yl]methyl}phenyl)-methyl]-1H-pyrazolo[4,3-d]pyrimidin-7-yl}amino)hexan-1-ol